COCCCN1CCC(CC1)N (3-methoxypropyl)-4-piperidineamine